C(C)OC(=O)C1=C(N(C2=CC(=C(C=C12)OC(C)=O)Br)C)CSC1=CC=C(C=C1)C 5-acetoxy-6-bromo-1-methyl-2-[(p-tolylthio)methyl]-1H-indole-3-carboxylic acid ethyl ester